methyl-(1R,3R,4R,7S)-1-[[bis(4-methoxyphenyl)-phenylmethoxy]methyl]-7-hydroxy-3-(5-methyl-2,4-dioxopyrimidin-1-yl)-2-oxa-5-azabicyclo[2.2.1]heptaneN CN1C2=C(O[C@@](C1)([C@H]2O)COC(C2=CC=CC=C2)(C2=CC=C(C=C2)OC)C2=CC=C(C=C2)OC)N2C(NC(C(=C2)C)=O)=O